FC1=C(OC=2N=CC(=NC2)NC([C@H](C)N2CC(N(CC2)C(=O)C=2N=C(C(NC2)=O)C2=NNC=C2)(C)C)=O)C=CC(=C1)F (S)-N-(5-(2,4-difluorophenoxy)pyrazin-2-yl)-2-(3,3-dimethyl-4-(5-oxo-6-(1H-pyrazol-3-yl)-4,5-dihydropyrazine-2-carbonyl)piperazin-1-yl)propanamide